OC1=C2C(=CNC2=CC=C1)CC(=O)O 4-hydroxyindole-3-acetic acid